C1(CC1)NC1=NC=CC(=N1)O[C@@H]1C(N(CC1)CC(=O)NC=1C=CC=C2C(=CNC12)C1=NC(=NC=C1C)NC1=NN(C(=C1)C)C)=O (S)-2-(3-((2-(cyclopropylamino)pyrimidin-4-yl)oxy)-2-oxopyrrolidin-1-yl)-N-(3-(2-((1,5-dimethyl-1H-pyrazol-3-yl)amino)-5-methylpyrimidin-4-yl)-1H-indol-7-yl)acetamide